3-(2-(dimethyl-amino)ethyl)-6-fluoro-1H-indol-4-yl di-hydrogen phosphate P(=O)(OC1=C2C(=CNC2=CC(=C1)F)CCN(C)C)(O)O